NC1=CC=C(C=C1)C(=O)C1=CC=CC=C1 (4-aminophenyl)(phenyl)methanone